F[C@@H]1C[C@H](N(CC1)[C@H](C)C1=CC=CC=C1)C(=O)OC methyl (2S,4S)-4-fluoro-1-((R)-1-phenylethyl)piperidine-2-carboxylate